N-(2-aminoethyl)-3-(2,5-dioxo-2,5-dihydro-1H-pyrrol-1-yl)propanamide NCCNC(CCN1C(C=CC1=O)=O)=O